P1(=O)(OCCCCCCCCCCCCC)OOOOOCCO1 mono-n-tridecyl tetraoxyethylene phosphate